FC1([C@H](CN(CC1)[C@H](C(=O)NC=1N=C2N(C1)[C@@H](CC2)C2=C(C=C(C=C2)F)F)C)C2=CNC(C=C2)=O)F (S)-2-((S)-4,4-difluoro-3-(6-oxo-1,6-dihydropyridin-3-yl)piperidin-1-yl)-N-((S)-5-(2,4-difluorophenyl)-6,7-dihydro-5H-pyrrolo[1,2-a]imidazol-2-yl)propanamide